C(C)S(=O)(C(C)C)=NC1=CC(=NC=N1)N1N=CN=C1[C@H](C)NC(C1=CC(=CC(=C1)C(F)(F)F)C(F)(F)F)=O N-((1S)-1-(1-(6-((ethyl(isopropyl)(oxo)-λ6-sulfaneylidene)amino)pyrimidin-4-yl)-1H-1,2,4-triazol-5-yl)ethyl)-3,5-bis(trifluoromethyl)benzamide